C1(=CC=CC=C1)[Si](C1=CC=CC=C1)(C1=CC=CC=C1)[Mg][Si](C1=CC=CC=C1)(C1=CC=CC=C1)C1=CC=CC=C1 bis(triphenylsilyl)magnesium